N1(N=NC=C1)C1=CC=C(C=C1)CCCNC=1C2=C(N=C(N1)CC)SC(=C2)C N-(3-(4-(1H-1,2,3-triazol-1-yl)phenyl)propyl)-2-ethyl-6-methylthieno[2,3-d]pyrimidin-4-amine